C1(CC1)CN[C@]1(CN(CC1)C1=CC=C(N=N1)C1=C(C=C(C(=C1)F)C1=CN=NC(=C1)OC)O)C 2-{6-[(3R)-3-[(cyclopropylmethyl)amino]-3-methylpyrrolidin-1-yl]pyridazin-3-yl}-4-fluoro-5-(6-methoxypyridazin-4-yl)phenol